CN([C@H]1CN(CC1)C1=CC=C(C=N1)N1C=NC(=C1)NC=1N=CC(=NC1)C#N)C (R)-5-((1-(6-(3-(Dimethylamino)pyrrolidin-1-yl)pyridin-3-yl)-1H-imidazol-4-yl)amino)pyrazine-2-carbonitrile